CN1N=CC(=C1)NC1=NC=C(C(=N1)NCCC1=CC(=CC=C1)OC)C(=O)N 2-((1-methyl-1H-pyrazol-4-yl)amino)-4-((3-methoxyphenylethyl)amino)pyrimidin-5-carboxamide